1-(4-(3,4-dichloro-5-fluoro-1H-indole-2-carbonyl)piperazin-1-yl)-2-(dimethylamino)ethan-1-one ClC1=C(NC2=CC=C(C(=C12)Cl)F)C(=O)N1CCN(CC1)C(CN(C)C)=O